(S)-6-(difluoromethyl)-6-hydroxy-2-(1H-pyrazol-4-yl)-6,7,8,9-tetrahydrothieno[2,3-c]quinolin-4(5H)-one FC([C@@]1(CCCC=2C3=C(C(NC12)=O)SC(=C3)C=3C=NNC3)O)F